2-[[[4-Cyano-3,3-dideuterio-7-(4-isopropylphenyl)-2H-benzofuran-5-yl]amino]methyl]-N-tetrahydropyran-2-yloxy-prop-2-enamide C(#N)C1=C(C=C(C2=C1C(CO2)([2H])[2H])C2=CC=C(C=C2)C(C)C)NCC(C(=O)NOC2OCCCC2)=C